ClC=1C=CC(=C(C1)C=1C=NC=[N+](C1)[O-])N1N=NC(=C1)C(F)(F)F 5-(5-chloro-2-(4-(trifluoromethyl)-1H-1,2,3-triazol-1-yl)phenyl)pyrimidine 1-oxide